N-tetradecyl-2-methyl-3-hydroxypyridine-4-one C(CCCCCCCCCCCCC)N1C(=C(C(C=C1)=O)O)C